C(C(C)(C)C)(=O)OOOCCCC butyl-peroxy pivalate